tert-butyl (R)-(2-(3-(2-(4-(4-fluorophenyl)piperazin-1-yl)ethyl)-1-oxo-2,8-diazaspiro[4.5]decan-8-yl)-2-oxoethyl)carbamate FC1=CC=C(C=C1)N1CCN(CC1)CC[C@@H]1NC(C2(C1)CCN(CC2)C(CNC(OC(C)(C)C)=O)=O)=O